COC=1C=C(C=CC1)S(=O)(=O)N1CC(C1)S(=O)(=O)N1C2=C(SCC1)C(=CN=C2)C2=CC=C(C#N)C=C2 4-(4-((1-((3-methoxyphenyl)sulfonyl)azetidin-3-yl)sulfonyl)-3,4-dihydro-2H-pyrido[4,3-b][1,4]-thiazin-8-yl)benzonitrile